N1C=C(C2=CC=CC=C12)CC(=O)NC=1SC=C(N1)C1=C(NC2=CC=CC=C12)C 2-(1H-indol-3-yl)-N-[4-(2-methyl-1H-indol-3-yl)thiazol-2-yl]acetamide